7-methoxy-1-phenylpyrido[2,3-d]pyrimidine-2,4(1H,3H)-dione COC=1C=CC2=C(N(C(NC2=O)=O)C2=CC=CC=C2)N1